FC1=C(C(=O)C2=C(SC=3OCCCCC32)NC([C@H](C)NC(OC(C)(C)C)=O)=O)C(=CC=C1)F tert-butyl N-[(1S)-2-[[6-(2,6-difluorobenzoyl)-2,3,4,5-tetrahydrothieno[2,3-b]oxepin-7-yl]amino]-1-methyl-2-oxo-ethyl]carbamate